ClC1=C(N=C(N1C1=NC=C(C=C1OC(F)F)C[C@H](C(F)(F)F)C)CC)C(=O)NCC1CCC(CC1)S(=O)(=O)C |o1:17| 5-Chloro-1-(3-(difluoromethoxy)-5-((R*)-3,3,3-trifluoro-2-methylpropyl)pyridin-2-yl)-2-ethyl-N-(((1r,4R)-4-(methylsulfonyl)cyclohexyl)methyl)-1H-imidazole-4-carboxamide